CC1=CC=C(C=C1)C=CC=CC1=CC=C(C=C1)C 1,4-bis(4-methylphenyl)-1,3-butadiene